(1R,3R,4R)-3-(acetoxy)-4-bromo-cyclohexanecarboxylic acid C(C)(=O)O[C@@H]1C[C@@H](CC[C@H]1Br)C(=O)O